(2-chloro-3-(7-chloro-2,4-dioxa-1,2-dihydropteridin-3(4H)-yl)phenyl)pyridine-2-carboxamide ClC1=C(C=CC=C1N1ONC2=NC(=CN=C2O1)Cl)C=1C(=NC=CC1)C(=O)N